6-[2-(3-[[(2S)-1-[6-oxo-5-(trifluoromethyl)-1,6-dihydropyridazin-4-yl]pyrrolidin-2-yl]methoxy]propanoyl)-2,6-diazaspiro[3.4]octan-6-yl]pyridine-3-carbonitrile O=C1C(=C(C=NN1)N1[C@@H](CCC1)COCCC(=O)N1CC2(C1)CN(CC2)C2=CC=C(C=N2)C#N)C(F)(F)F